5-(2,4-Difluoro-phenyl)-isoxazole-3-carboxylic acid [(3R*,4R*)-1-cyclohexyl-3-(3,3-difluoro-azetidine-1-carbonyl)-piperidin-4-yl]-amide C1(CCCCC1)N1C[C@H]([C@@H](CC1)NC(=O)C1=NOC(=C1)C1=C(C=C(C=C1)F)F)C(=O)N1CC(C1)(F)F |o1:8,9|